4-((cis-4-acrylamidocyclohexyl)amino)-6-aminopyrimidin C(C=C)(=O)N[C@H]1CC[C@H](CC1)NC1=NC=NC(=C1)N